(3R,4S)-3-cyclopropyl-4-methyl-1-[6-[1-(1-methylazetidin-3-yl)pyrazol-4-yl]-[1,3]thiazolo[5,4-c]pyridin-4-yl]-2-oxopyrrolidine-3-carbonitrile C1(CC1)[C@]1(C(N(C[C@H]1C)C1=NC(=CC2=C1SC=N2)C=2C=NN(C2)C2CN(C2)C)=O)C#N